methyl 4-(1,4-dioxaspiro[4.5]decan-8-yl)-2-methyl-indazole-7-carboxylate O1CCOC12CCC(CC2)C=2C1=CN(N=C1C(=CC2)C(=O)OC)C